O1COC2=C1C=CC=C2CNCC2=CC(=NC=C2)SC N-(1,3-benzodioxol-4-ylmethyl)-1-(2-methylsulfanyl-4-pyridyl)methanamine